4-[4-(trifluoromethyl)phenoxy]piperidine-1-carboxamide FC(C1=CC=C(OC2CCN(CC2)C(=O)N)C=C1)(F)F